C(C1=CC=CC=C1)OC(=O)N[C@](C(=O)OC(C)C)(CC(C)(C)C)C=1C=C2C=CC(=NC2=CC1)OS(=O)(=O)C(F)(F)F isopropyl (R)-2-(((benzyloxy)carbonyl)amino)-4,4-dimethyl-2-(2-(((trifluoromethyl)sulfonyl)oxy)quinolin-6-yl)pentanoate